2-(butylhexylamino)ethanol C(CCC)N(CCO)CCCCCC